ClC=1C(=NC(=NC1)NC[C@@H](COC)C)NC1=CC=2C3=C(C(N(C2C=C1)C)=O)OCC([C@@H](N3)C3CC3)(F)F (S)-10-((5-Chloro-2-(((S)-3-methoxy-2-methylpropyl)amino)pyrimidin-4-yl)amino)-2-cyclopropyl-3,3-difluoro-7-methyl-1,2,3,4-tetrahydro-[1,4]oxazepino[2,3-c]chinolin-6(7H)-on